6-chloro-2-[(7-methyl-3,4-dihydro-2H-quinolin-1-yl)methyl]-3H-quinazolin-4-one ClC=1C=C2C(NC(=NC2=CC1)CN1CCCC2=CC=C(C=C12)C)=O